FC1(CNCC2=CC=C(C=C12)C=1C2=C(N=C(N1)N1[C@H]([C@@H](C1)O)C)C(CC2)(F)F)F (2S,3R)-1-[4-(4,4-difluoro-2,3-dihydro-1H-isoquinolin-6-yl)-7,7-difluoro-5,6-dihydrocyclopenta[d]pyrimidin-2-yl]-2-methyl-azetidin-3-ol